ClC1=CC(=NC=C1)C(=O)N[C@@H]1C[C@@H](CCC1)N1C(=NC=2C=NC(=CC21)C2=NNC=N2)C2=NC=CC=C2F 4-chloro-N-((1S,3R)-3-(2-(3-fluoropyridin-2-yl)-6-(1H-1,2,4-triazol-3-yl)-1H-imidazo[4,5-c]pyridin-1-yl)cyclohexyl)picolinamide